cyclobutan-1-amine trifluoroacetate salt FC(C(=O)O)(F)F.C1(CCC1)N